N1-(4-propoxyphenyl)cyclohexane-1,4-diamine C(CC)OC1=CC=C(C=C1)NC1CCC(CC1)N